5-methyl-4-nitroisooxazol CC1=C(C=NO1)[N+](=O)[O-]